ClC1=C(C=CC(=C1)C=1N=NN(N1)CC1=CC=C(C=C1)F)S(=O)(=O)NCC(=O)N 2-(2-chloro-4-(2-(4-fluorobenzyl)-2H-tetrazol-5-yl)phenylsulfonylamino)acetamide